3-(4-((4-(1-(1-isopropyl-6-((2-(4-methoxypiperidin-1-yl)pyrimidin-4-yl)amino)-1H-pyrazolo[4,3-c]pyridin-3-yl)piperidin-4-yl)piperazin-1-yl)methyl)pyridin-3-yl)piperidine-2,6-dione C(C)(C)N1N=C(C=2C=NC(=CC21)NC2=NC(=NC=C2)N2CCC(CC2)OC)N2CCC(CC2)N2CCN(CC2)CC2=C(C=NC=C2)C2C(NC(CC2)=O)=O